(S)-3-(tert-butoxycarbonyl)amino-4-methoxy-4-oxobutyric acid C(C)(C)(C)OC(=O)N[C@@H](CC(=O)O)C(=O)OC